5-[(2-methylpropyl)amino]-N-[(4s)-6-({3-carbamoyl-5H,7H,8H-pyrano[4,3-b]pyridin-2-yl}oxy)spiro[3.3]heptan-2-yl]-1,3,4-thiadiazole-2-carboxamide CC(CNC1=NN=C(S1)C(=O)NC1CC2(C1)CC(C2)OC2=C(C=C1C(=N2)CCOC1)C(N)=O)C